di(1-hydroxy-2,2,6,6-tetramethylpiperidin-4-yl) sebacate C(CCCCCCCCC(=O)OC1CC(N(C(C1)(C)C)O)(C)C)(=O)OC1CC(N(C(C1)(C)C)O)(C)C